4-(dibenzo[b,d]thiophen-3-yl)isoquinoline C1=CC(=CC=2SC3=C(C21)C=CC=C3)C3=CN=CC2=CC=CC=C32